C1(CC1)[C@@H](C)NC1=NC(=NC(=C1)N[C@@H](C)C1CC1)C1=NC(=CC=C1)C(F)(F)F N4-((R)-1-cyclopropylethyl)-N6-((S)-1-cyclopropylethyl)-2-(6-(trifluoromethyl)pyridin-2-yl)pyrimidine-4,6-diamine